5-(3-(2,4-bis(trifluoromethyl)benzyl)-5,6-dihydroimidazo[1,2-a]pyrazin-7(8H)-yl)-4-chloropyrazin-3(2H)-one FC(C1=C(CC2=CN=C3N2CCN(C3)C=3N(C(CNC3)=O)Cl)C=CC(=C1)C(F)(F)F)(F)F